FC(C=1C=C(C=CC1)[C@H](C)NC(CCCC)=O)(F)F N-((S)-1-(3-(trifluoromethyl)phenyl)ethyl)pentanamid